NC1=C2C(=NC=N1)N(N=C2C2=CC=C(C=C2)OC2=CC=CC=C2)CCCNS(=O)(=O)C2=C(C(=C(C(=C2F)F)F)F)F N-(3-(4-amino-3-(4-phenoxyphenyl)-1H-pyrazolo[3,4-d]pyrimidin-1-yl)propyl)-2,3,4,5,6-pentafluorobenzenesulfonamide